C1(CC1)COC=1C=C(/C=C/C=2C=CC(N(C2)C)=O)C=CC1OC(F)F (E)-5-(3-(cyclopropylmethoxy)-4-(difluoromethoxy)styryl)-1-methylpyridin-2(1H)-one